2-(4'-chloro-[1,1'-biphenyl]-4-yl)-4,4,5,5-tetramethyl-1,3,2-dioxaborolan ClC1=CC=C(C=C1)C1=CC=C(C=C1)B1OC(C(O1)(C)C)(C)C